[Pd+2].C(C)N(CC)CCC[Si](OC)(OC)OC N,N-diethyl-aminopropyl-trimethoxysilane palladium(II)